COC(C1=C(C=CC=C1)Br)=O 2-Bromo-benzoic acid methyl ester